FC=1C=C(C=CC1)C(C(=O)NC=1SC=CN1)N1C(C2=NC(=CC=C2C1)C=1C=NC(=CC1)N1CCN(CC1)C)=O 2-(3-fluorophenyl)-2-(2-(6-(4-methylpiperazin-1-yl)pyridin-3-yl)-7-oxo-5,7-dihydro-6H-pyrrolo[3,4-b]pyridin-6-yl)-N-(thiazol-2-yl)acetamide